(trifluoromethyl)quinolin-7-amine FC(F)(F)C1=NC2=CC(=CC=C2C=C1)N